NC=1C=NC=CC1NC1CC(C1)O (1s,3s)-3-((3-aminopyridin-4-yl)amino)cyclobutan-1-ol